(1R,2S,5S)-N-[(1-acetylazetidin-3-yl)-cyano-methyl]-3-[(2S)-3,3-dimethyl-2-[(2,2,2-trifluoroacetyl)amino]butanoyl]-6,6-dimethyl-3-azabicyclo[3.1.0]hexane-2-carboxamide C(C)(=O)N1CC(C1)C(NC(=O)[C@@H]1[C@H]2C([C@H]2CN1C([C@H](C(C)(C)C)NC(C(F)(F)F)=O)=O)(C)C)C#N